BrC1=C(N=C2N(C1=O)C=CC=C2)N[C@H]2CN(C[C@H](C2)C2=CC=C(C=C2)OCCO[Si](C)(C)C(C)(C)C)C 3-bromo-2-[[(3R,5R)-5-[4-[2-[tert-butyl(dimethyl)silyl]oxyethoxy]phenyl]-1-methyl-3-piperidyl]amino]pyrido[1,2-a]pyrimidin-4-one